3,5-dichlorophenylthiothiourea ClC=1C=C(C=C(C1)Cl)SNC(=S)N